(2R,3R,4R,5S)-2-hydroxymethyl-1-(2-hydroxyethyl)-3,4,5-piperidinetriol OC[C@H]1N(C[C@@H]([C@H]([C@@H]1O)O)O)CCO